6-{5-chloro-2-[(oxan-4-yl)amino]pyrimidin-4-yl}-2-{2-[(3S)-3-hydroxypiperidin-1-yl]-2-oxoethyl}-2,3-dihydro-1H-isoindol-1-one ClC=1C(=NC(=NC1)NC1CCOCC1)C1=CC=C2CN(C(C2=C1)=O)CC(=O)N1C[C@H](CCC1)O